1-(3-(1-((5-(5-(difluoromethyl)-1,3,4-oxadiazol-2-yl)-3-fluoropyridin-2-yl)methyl)-1H-1,2,3-triazol-4-yl)phenyl)-N,N-dimethylamine FC(C1=NN=C(O1)C=1C=C(C(=NC1)CN1N=NC(=C1)C=1C=C(C=CC1)CNC)F)F